tetrahydrooxazolethione O1C(NCC1)=S